O1C(=CC=C1)C1=NOC(C1(C)C)CC1=NC2=CC=CC=C2C(=C1)C 3-(furan-2-yl)-4,4-dimethyl-5-((4-methylquinolin-2-yl)methyl)-4,5-dihydroisoxazole